BrC=1C=CC(=NC1)COCCC 5-bromo-2-(propoxymethyl)pyridine